OCC1=CC=C(C=C1)C1=CC=C(C=C1)CN1C=CC2=CC(=CC=C12)N1N=C(C=C1C)C(=O)N 1-(1-((4'-(hydroxymethyl)-[1,1'-biphenyl]-4-yl)methyl)-1H-indol-5-yl)-5-methyl-1H-pyrazole-3-carboxamide